(3S,4R)-4-(2,6-Difluoro-4-methoxyphenyl)-3-{[5-(3,4-difluorophenyl)-1,3,4-oxadiazol-2-yl]amino}pyrrolidin-2-on FC1=C(C(=CC(=C1)OC)F)[C@H]1[C@@H](C(NC1)=O)NC=1OC(=NN1)C1=CC(=C(C=C1)F)F